C(C)(C)(C)OC(N[C@@H]1CN([C@@H](C1)CO)C1=C(C=CC(=C1)C=1C=NC=CC1C#N)NC(=O)C1=NC(=NC=C1)Cl)=O (3S,5S)-1-(2-(2-chloropyrimidine-4-carboxamido)-5-(4-cyanopyridin-3-yl)phenyl)-5-(hydroxymethyl)pyrrolidin-3-ylcarbamic acid tert-butyl ester